N-[5-CYANO-6-(1,2,3-TRIAZOL-2-YL)PYRIDIN-3-YL]-4-CYCLOPROPYL-3-(OXOLAN-3-YL)-1,2-THIAZOLE-5-CARBOXAMIDE C(#N)C=1C=C(C=NC1N1N=CC=N1)NC(=O)C1=C(C(=NS1)C1COCC1)C1CC1